methyl 3-((imidazo[1,2-a]pyridine-3-carboxamido)methyl)-4-propylbenzoate N=1C=C(N2C1C=CC=C2)C(=O)NCC=2C=C(C(=O)OC)C=CC2CCC